5-fluoropiperidine-1-carboxylic acid tert-butyl ester C(C)(C)(C)OC(=O)N1CCCC(C1)F